(R)-N-(1-amino-1-oxopropan-2-yl)-5-(4-(trifluoromethyl)phenyl)-2-naphthamide NC([C@@H](C)NC(=O)C1=CC2=CC=CC(=C2C=C1)C1=CC=C(C=C1)C(F)(F)F)=O